NCC1=CC=C(C=C1)CNC1=C(C(=NN1C(=O)C1=COC(=C1)C)C1C(N(CCC1)C(CN1CCOCC1)=O)=O)C#N 5-({[4-(aminomethyl)phenyl]methyl}amino)-1-(5-methylfuran-3-carbonyl)-3-{1-[2-(morpholin-4-yl)acetyl]-2-oxopiperidin-3-yl}-1H-pyrazole-4-carbonitrile